BrC=1C=2CCC3N(C2N=CC1)CCN(C3)C(=O)OC(C)(C)C tert-Butyl 4-bromo-6a,7,9,10-tetrahydro-5H-pyrazino[1,2-a][1,8]naphthyridine-8(6H)-carboxylate